C1C(CC12CCNCC2)N2C=NC1=CC=C(C=C1C2=O)OC=2C(=C(C=CC2F)C2(CC2)S(=O)(=O)N)C#N [3-[3-(7-azaspiro[3.5]nonan-2-yl)-4-oxo-quinazolin-6-yl]oxy-2-cyano-4-fluoro-phenyl]cyclopropanesulfonamide